6-(6-chloro-2-methylbenzo[d]oxazol-5-yl)-N-(4-(4-ethylpiperazin-1-yl)phenyl)-[1,2,4]triazolo[4',3':1,6]pyrido[2,3-d]pyrimidin-2-amine ClC1=CC2=C(N=C(O2)C)C=C1C1=CC2=C(N=C(N=C2)NC2=CC=C(C=C2)N2CCN(CC2)CC)N2C1=NN=C2